C(C)(C)(C)OC(=O)NCC(=O)N(CC(=O)OC)CC1=NC2=C(N1C[C@H]1OCC1)C=C(C=C2)C(=O)OC (S)-methyl 2-((2-((tert-butoxycarbonyl)amino)-N-(2-methoxy-2-oxoethyl)acetamido)methyl)-1-(oxetan-2-ylmethyl)-1H-benzo[d]imidazole-6-carboxylate